2-(2-methyl-6-(1,4-oxaazepan-4-yl)pyridin-3-yl)spiro[3.3]heptane-2,6-diamine CC1=NC(=CC=C1C1(CC2(C1)CC(C2)N)N)N2CCOCCC2